COC(=O)C1N([C@@H](CC1)CO[Si](C1=CC=CC=C1)(C1=CC=CC=C1)C(C)(C)C)C(=O)OC(C)(C)C (5S)-5-(((tert-butyldiphenylsilyl)oxy)methyl)pyrrolidine-1,2-dicarboxylic acid 1-(tert-butyl) 2-methyl ester